FC=1C=C(C=CC1)B1OC(C)(C)C(C)(C)O1 3-Fluorophenyl-boronic acid pinacol ester